C1=CC=C(C=2OC3=C(C21)C=CC=C3)C3=NC2=C(N3C3=C(C=C(C=C3C(C)C)C3=CC=C(C=C3)[Si](C)(C)C)C(C)C)C=CC=C2 2-(dibenzo[b,d]furan-4-yl)-1-(3,5-diisopropyl-4'-(trimethylsilyl)-[1,1'-biphenyl]-4-yl)-1H-benzo[d]imidazole